C(O)C(C[O-])(CC)CO 2,2-dimethylolbutanolate